C1(=CC(=CC=C1)C[C@@H]1N(CCC[C@@H]1NS(=O)(=O)C)C(C(F)F)=O)C1=CC=CC=C1 N-(cis-2-(biphenyl-3-ylmethyl)-1-(difluoroacetyl)piperidin-3-yl)methanesulfonamide